tert-butyl 3-(6-chloro-8-(6-((6,6-dimethyl-2,4-dioxo-3-azabicyclo[3.1.0]hexan-3-yl)methyl)pyrrolo[2,1-f][1,2,4]triazin-4-yl)-3,4-dihydroquinolin-1(2H)-yl)pyrrolidine-1-carboxylate ClC=1C=C2CCCN(C2=C(C1)C1=NC=NN2C1=CC(=C2)CN2C(C1C(C1C2=O)(C)C)=O)C2CN(CC2)C(=O)OC(C)(C)C